methyl (1s,4s)-1-(3-bromobenzyl)-4-hydroxycyclohexane-1-carboxylate BrC=1C=C(CC2(CCC(CC2)O)C(=O)OC)C=CC1